O.S(=O)(=O)([O-])[O-].[Ca+2] monocalcium sulfate monohydrate